N-((3r,5s)-1-cyano-5-((5-methyl-1H-pyrazol-1-yl)methyl)pyrrolidin-3-yl)-5-(3-(trifluoromethoxy)phenyl)oxazole-2-carboxamide C(#N)N1C[C@@H](C[C@H]1CN1N=CC=C1C)NC(=O)C=1OC(=CN1)C1=CC(=CC=C1)OC(F)(F)F